NC=1C=C2C(=CN3C2=C(C1)CN(CC3)C(=O)N3CCCCC3)C=3C(NC(C3C3=CN=C1N3C=CC=C1)=O)=O 3-(9-amino-2-(piperidine-1-carbonyl)-1,2,3,4-tetrahydro-[1,4]diazepino[6,7,1-hi]indol-7-yl)-4-(imidazo[1,2-a]pyridin-3-yl)-1H-pyrrole-2,5-dione